S1C(=CC=C1)C=1C=C(C=NC1)CO (5-(thiophen-2-yl)pyridin-3-yl)methanol